decyl-urethane (decyl carbamate) C(CCCCCCCCC)NC(O)=O.C(CCCCCCCCC)NC(=O)OCC